O=C1NC2=CC=C(C=3C2=C1C=CC3)C3CCN(CC3)C(=O)OC(C)(C)C tert-butyl 4-(2-oxo-1H-benzo[cd]indol-6-yl)piperidine-1-carboxylate